4,4-dichloro-N-((1S)-2-(6-fluoro-2,3-dimethylphenyl)-1-(5-oxo-4,5-dihydro-1,3,4-oxadiazol-2-yl)propyl)-3-methylpiperidine-1-sulfonamide ClC1(C(CN(CC1)S(=O)(=O)N[C@@H](C(C)C1=C(C(=CC=C1F)C)C)C=1OC(NN1)=O)C)Cl